1-(3-hydroxypropyl)1,3,5-triazine-2,4,6-trione OCCCN1C(NC(NC1=O)=O)=O